C1C(=O)[C@@H](O)[C@H](O)[C@H](O1)CO 1,5-ANHYDRO-D-FRUCTOSE